FC=1C=C(C=CC1F)C=1C=NC=C(C1)OC1=CC(=C(C=C1)OC1=CC=C(C=C1)S(=O)(=O)C)P(=O)(C)C 3-(3,4-difluorophenyl)-5-[3-(dimethylphosphoryl)-4-(4-methanesulfonylphenoxy)phenoxy]pyridine